5-(1,1-dideutero-2,2-difluoro-ethoxy)-N,N-bis[(2,4-dimethoxyphenyl)methyl]-4,6-dimethoxy-pyrimidin-2-amine [2H]C(C(F)F)(OC=1C(=NC(=NC1OC)N(CC1=C(C=C(C=C1)OC)OC)CC1=C(C=C(C=C1)OC)OC)OC)[2H]